FC1CC(NC1)C1=CC(=CC(=C1)F)SC 4-fluoro-2-[5-fluoro-3-(methylsulfanyl)phenyl]pyrrolidin